2-((1S,2R)-1-(2-cyanopyridin-3-yl)-1-(1-methyl-1H-pyrazol-4-yl)propan-2-yl)-5-hydroxy-N-(isoxazol-4-yl)-1-methyl-6-oxo-1,6-dihydropyrimidine-4-carboxamide C(#N)C1=NC=CC=C1[C@@H]([C@@H](C)C=1N(C(C(=C(N1)C(=O)NC=1C=NOC1)O)=O)C)C=1C=NN(C1)C